O=C1N2CC=C3C=CC(=C(C4=CN=C(OCC=CC=CC5=CC=C1CC5)CC4)[C@@H](C(=O)O)C)CC3C2 (2S)-2-[(17S)-2-oxo-12-oxa-1,14-diazapentacyclo[16.5.3.23,6.213,16.021,25]triaconta-nonaen-17-yl]propanoic acid